4',6'-bis(3,6-bis(trifluoromethyl)-9H-carbazol-9-yl)-4,4''-bis(diphenylamino)-[1,1':2',1''-terphenyl]-3',5'-dicarbonitrile FC(C=1C=CC=2N(C3=CC=C(C=C3C2C1)C(F)(F)F)C1=C(C(=C(C(=C1C#N)N1C2=CC=C(C=C2C=2C=C(C=CC12)C(F)(F)F)C(F)(F)F)C1=CC=C(C=C1)N(C1=CC=CC=C1)C1=CC=CC=C1)C1=CC=C(C=C1)N(C1=CC=CC=C1)C1=CC=CC=C1)C#N)(F)F